BrC=1C2=C(N(C(CC1C=1OC(=NN1)C1CC1)=O)CC1=CC(=C(C=C1)C)F)C=CC(=C2)O 5-bromo-4-(5-cyclopropyl-1,3,4-oxadiazol-2-yl)-1-(3-fluoro-4-methylbenzyl)-7-hydroxy-1,3-dihydro-2H-benzo[b]azepin-2-one